Cl.C(C)N(C(CCl)CCl)CC 2-diethylamino-1,3-dichloropropane hydrochloride